(R,R and S,S)-1-(1-(bicyclo[1.1.1]pentan-1-yl)-1H-pyrazol-4-yl)-6-(1-(4-((tertbutyldiphenylsilyl)oxy)tetrahydrofuran-3-yl)piperidin-4-yl)-5-chloro-1H-indazole C12(CC(C1)C2)N2N=CC(=C2)N2N=CC1=CC(=C(C=C21)C2CCN(CC2)[C@@H]2COC[C@@H]2O[Si](C2=CC=CC=C2)(C2=CC=CC=C2)C(C)(C)C)Cl |&1:29|